tert-butyl 4-(3-((1-(3,5-dibromophenyl)ethyl)carbamoyl)-4-methylphenyl)piperazine-1-carboxylate BrC=1C=C(C=C(C1)Br)C(C)NC(=O)C=1C=C(C=CC1C)N1CCN(CC1)C(=O)OC(C)(C)C